CNS(=O)(=O)C=1C=NC(=CC1)/C(/C)=N/NC1=CC=C(C=C1)C(F)(F)F (E)-N-methyl-6-(1-(2-(4-(trifluoromethyl)phenyl)hydrazono)ethyl)pyridine-3-sulfonamide